N-(8'-(azetidin-1-yl)-4'H-spiro[cyclopropane-1,5'-naphtho[2,1-d]isoxazol]-3'-yl)-2,6-dimethoxy-4-(2-methyl-2,5-diazabicyclo[5.1.0]octane-5-carbonyl)benzenesulfonamide N1(CCC1)C1=CC=C2C3(CC=4C(=NOC4C2=C1)NS(=O)(=O)C1=C(C=C(C=C1OC)C(=O)N1CCN(C2CC2C1)C)OC)CC3